C(#N)C=1C=C2C(=CC=NC2=CC1)B1OC(C)(C)C(C)(C)O1 6-Cyanoquinoline-4-boronic acid pinacol ester